benzo[2,3]benzofuro[7,6-d]oxazole N1=COC2=C1C1=C(C3=C(O1)C=CC=C3)C=C2